dibutyl-tin di-acetate C(C)(=O)[O-].C(C)(=O)[O-].C(CCC)[Sn+2]CCCC